CN(CC(=O)O)S(=O)(=O)C(C(C(C(C(C(C(C(F)(F)F)(F)F)(F)F)(F)F)(F)F)(F)F)(F)F)(F)F The molecule is a sulfonamide that is the N-methyl derivative of perfluorooctane sulfonamidoacetic acid. It has a role as a xenobiotic and an environmental contaminant. It is an organofluorine compound, a monocarboxylic acid and a sulfonamide.